4-((5-Fluoro-2-methoxybenzamido)methyl)-1-((2-(trimethylsilyl)ethoxy)methyl)-1H-indazole-7-carboxylic acid FC=1C=CC(=C(C(=O)NCC2=C3C=NN(C3=C(C=C2)C(=O)O)COCC[Si](C)(C)C)C1)OC